BrC=1C=C2CCCNC2=CC1 6-bromo-1,2,3,4-tetrahydro-quinoline